3-(3',5'-di-t-butyl-4-hydroxyphenyl)propionate C(C)(C)(C)C=1C=C(C=C(C1O)C(C)(C)C)CCC(=O)[O-]